CC1=C(C(=CC=C1S(=O)(=O)C)C)Cl 2,6-dimethyl-3-methylsulfonyl-chlorobenzene